4-oxo-6-((1S,2S)-2-(pyrimidin-2-yl)cyclobutyl)-1-((R)-1-(6-(trifluoromethyl)pyridin-3-yl)ethyl)4,5-dihydro-1H-pyrazolo[3,4-d]pyrimidine-3-carbonitrile O=C1C2=C(N=C(N1)[C@@H]1[C@H](CC1)C1=NC=CC=N1)N(N=C2C#N)[C@H](C)C=2C=NC(=CC2)C(F)(F)F